BrC1=CC=C(COCCN2C(C3=CC=CC=C3C2=O)=O)C=C1 2-(4-bromobenzyl)oxyethyl-isoindoline-1,3-dione